gadolinium (2S,2'S,2''S)-2,2',2''-{10-[(1S)-1-carboxy-4-{4-[2-(2-ethoxyethoxy)ethoxy] phenyl} butyl]-1,4,7,10-tetraazacyclododecane-1,4,7-triyl}tris(3-hydroxypropanoate) C(=O)(O)[C@H](CCCC1=CC=C(C=C1)OCCOCCOCC)N1CCN(CCN(CCN(CC1)[C@H](C(=O)[O-])CO)[C@H](C(=O)[O-])CO)[C@H](C(=O)[O-])CO.[Gd+3]